NC1=C(C=C(C(=C1)C)N)C 2,5-diaminop-xylene